C(C)N(CCOCCOCCOC=1C=C(C(=O)O)C=CC1)CCOC1=CC=C(C=C1)OC1=C(C=CC2=CC(=CC=C12)O)C1=CC=C(C=C1)S(=O)(=O)C 3-(2-(2-(2-(ethyl(2-(4-((6-Hydroxy-2-(4-(methylsulfonyl)phenyl)naphthalen-1-yl)oxy)phenoxy)ethyl)amino)ethoxy)ethoxy)ethoxy)benzoic acid